(S)-3-((R)-1-oxo-1,3,5,5a,6,7,8,9-octahydro-2H-pyrazino[1',2':4,5][1,4]oxazino[2,3-e]isoindol-2-yl)piperidine-2,6-dione HCl salt Cl.O=C1N(CC2=C3C(=CC=C12)N1[C@@H](CO3)CNCC1)[C@@H]1C(NC(CC1)=O)=O